2-chloro-N-[2-(2,4-dichlorophenyl)-2-fluoro-ethyl]-5-(3-methylphenoxy)pyridine-4-carboxamide ClC1=NC=C(C(=C1)C(=O)NCC(F)C1=C(C=C(C=C1)Cl)Cl)OC1=CC(=CC=C1)C